4-methyl-5-(2-pyrazinyl)-1,2-dithiol-3-thione CC=1C(SSC1C1=NC=CN=C1)=S